(5-(2,1,3-benzothiadiazol-5-yl)-3-methoxy-2-thienyl)methanone N=1SN=C2C1C=CC(=C2)C2=CC(=C(S2)C=O)OC